ClC1=C(C=C(C=2C3=C(NC12)[C@H](CNC(C3)=O)CCO)C3=NN(N=C3)C)Cl (S)-7,8-Dichloro-5-(2-hydroxyethyl)-10-(2-methyl-2H-1,2,3-triazol-4-yl)-3,4,5,6-tetrahydroazepino[4,5-b]indol-2(1H)-one